N1=CN=CC2=C1NC(=C2)C(=O)N 7H-pyrrolo[2,3-d]pyrimidine-6-carboxamide